[Se].[Si].[Li] lithium silicon selenium